6-(4-acrylamidophenyl)-7-(4-(pyridin-2-yloxy)phenyl)pyrrolo[1,2-a]pyrazine-8-carboxamide C(C=C)(=O)NC1=CC=C(C=C1)C1=C(C(=C2N1C=CN=C2)C(=O)N)C2=CC=C(C=C2)OC2=NC=CC=C2